tert-butyl (1R,2S)-2-[1-(tert-butoxycarbonyl)-3-iodo-4,5-dihydroindazol-6-yl]-5'-methoxy-2'-oxospiro[cyclopropane-1,3'-indole]-1'-carboxylate C(C)(C)(C)OC(=O)N1N=C(C=2CCC(=CC12)[C@@H]1C[C@@]12C(N(C1=CC=C(C=C21)OC)C(=O)OC(C)(C)C)=O)I